BrC=1C=C(C2=C(N(C(=N2)C2=CC=C(C=C2)S(=O)(=O)C)C)C1)C 6-bromo-1,4-dimethyl-2-(4-(methylsulfonyl)phenyl)-1H-benzo[d]imidazole